CC1(NC(=NO1)C=1C=NN2C1N=C(C=C2)N[C@H](C)C2=C(C(=CC(=C2)F)F)F)C (R)-3-(5,5-dimethyl-4,5-dihydro-1,2,4-oxadiazol-3-yl)-N-(1-(2,3,5-trifluorophenyl)ethyl)pyrazolo[1,5-a]pyrimidin-5-amine